N1[C@H](CC1)COC=1C=CC(=C(C(=O)NC2(CC2)C2=CC=CC3=CC=CC=C23)C1)C (R)-5-(Azetidin-2-ylmethoxy)-2-methyl-N-(1-(naphthalen-1-yl)cyclopropyl)benzamide